The molecule is a dicarboxylic acid dianion that results from the removal of a proton from both of the carboxylic acid groups of 3-hydroxy-3-methylglutaric acid. It has a role as a human metabolite and a plant metabolite. It is a dicarboxylic acid dianion and a 3-hydroxydicarboxylate(2-). It derives from a glutarate(2-). It is a conjugate base of a 3-hydroxy-3-methylglutarate(1-). CC(CC(=O)[O-])(CC(=O)[O-])O